octan-1-carboxylate C(CCCCCCC)C(=O)[O-]